C(C)(C)(C)OC1C(CCN2C1C1=CC(=C(C=C1CC2)OC)OC)O (tert-butoxy)-9,10-dimethoxy-1,3,4,6,7,11b-hexahydro-2H-pyrido[2,1-a]isoquinolin-2-ol